tert-butyl 2-(3-fluoro-2-methoxyphenyl)-6a-(fluoromethyl)-6-oxo-5,6,6a,7,9,10-hexahydro-8H-pyrazino[1',2':4,5]pyrazino[2,3-c]pyridazine-8-carboxylate FC=1C(=C(C=CC1)C=1C=C2C(=NN1)NC(C1(N2CCN(C1)C(=O)OC(C)(C)C)CF)=O)OC